(E)-1-(5-methoxy-2-(phenylethynyl)phenyl)-3-phenylprop-2-en-1-one COC=1C=CC(=C(C1)C(\C=C\C1=CC=CC=C1)=O)C#CC1=CC=CC=C1